dithio-formate C(=S)[S-]